ClC=1C=C(C=CC1C)CC(=O)NCC1=CSC=2C(N(CC21)C2C(NC(CC2)=O)=O)=O 2-(3-chloro-4-methylphenyl)-N-((5-(2,6-dioxopiperidin-3-yl)-6-oxo-5,6-dihydro-4H-thieno[2,3-c]pyrrol-3-yl)methyl)acetamide